4-bromo-5-methanesulfonyl-1,2-dihydroindazol-3-one BrC1=C2C(NNC2=CC=C1S(=O)(=O)C)=O